6-(2-fluoroethoxy)pyridin-2-amine FCCOC1=CC=CC(=N1)N